ClC=1C=C(C=CC1)C1(CCN(CC1)C(=O)OC(C)(C)C)C#N tert-butyl 4-(3-chlorophenyl)-4-cyanopiperidine-1-carboxylate